tert-butyl (2-((2-(methylamino)phenyl)amino)-2-oxoethyl)carbamate CNC1=C(C=CC=C1)NC(CNC(OC(C)(C)C)=O)=O